FC1(CCC(CC1)NCCCC1=CC=CC(=N1)C1=C(C=CC(=C1)C)S(=O)(=O)N1[C@@H](CCC1)C(=O)O)F ((2-(6-(3-((4,4-Difluorocyclohexyl)amino)propyl)pyridine-2-yl)-4-methylphenyl)sulfonyl)-L-proline